N-{4-[3-aminopiperidin-1-yl]-2,3-dihydrofuro[2,3-b]pyridin-5-yl}-2-(2,6-difluorophenyl)-1,3-thiazole-4-carboxamide NC1CN(CCC1)C1=C2C(=NC=C1NC(=O)C=1N=C(SC1)C1=C(C=CC=C1F)F)OCC2